ClC1=NC(=C2C(=N1)N(N=C2)[C@H]2[C@@H]([C@@H]([C@H](O2)CO[C@](CO)(COC(C)C)P(O)(O)=O)O)O)NC2CCCC2 ((S)-2-(((2R,3S,4R,5R)-5-(6-chloro-4-(cyclopentylamino)-1H-pyrazolo[3,4-d]pyrimidin-1-yl)-3,4-dihydroxytetrahydrofuran-2-yl)methoxy)-1-hydroxy-3-isopropoxypropan-2-yl)phosphonic acid